N1C(C(=CC=C1)[2H])=O pyridone-d